O=C1NC(CC[C@@H]1N1CC2=CC=C(C=C2C1=O)N1CCN(CC1)CC1CCC(CC1)(C(=O)[O-])F)=O (S)-4-((4-(2-(2,6-dioxopiperidin-3-yl)-3-oxoisoindolin-5-yl)piperazin-1-yl)methyl)-1-fluorocyclohexane-1-carboxylate